C1(CC1)COC=1C=C(C(=O)NC2=C(C=NC=C2Cl)Cl)C=CC1OCCCCCCCCCN1CCC(CC1)C1=C2CN(C(C2=CC(=C1)F)=O)C1C(NC(CC1)=O)=O 3-(cyclopropylmethoxy)-N-(3,5-dichloropyridin-4-yl)-4-((9-(4-(2-(2,6-dioxo-piperidin-3-yl)-6-fluoro-1-oxoisoindolin-4-yl)piperidin-1-yl)nonyl)oxy)benzamide